tert-butyl-4-(6-(8-chloronaphthalen-1-yl)-4-cyano-3-(((S)-1-methylpyrrolidin-2-yl)methoxy)-5,6,7,8-tetrahydro-2,6-naphthyridin-1-yl)-2-(cyanomethyl)piperazine-1-carboxylate C(C)(C)(C)OC(=O)N1C(CN(CC1)C1=NC(=C(C=2CN(CCC12)C1=CC=CC2=CC=CC(=C12)Cl)C#N)OC[C@H]1N(CCC1)C)CC#N